BrC=1C(=C(C(=NC1)Cl)C=O)N1CCC(CC1)NC(OCC1=CC=CC=C1)=O benzyl (1-(5-bromo-2-chloro-3-formylpyridin-4-yl)piperidin-4-yl)carbamate